(S)-N-(4-([1,2,4]triazolo[1,5-a]pyridin-7-yloxy)-2-fluorophenyl)-1,2,4a,5-tetrahydro-4H-[1,4]oxazino[4,3-d]pyrimido[4',5':5,6]pyrido[3,2-b][1,4]oxazin-11-amine N=1C=NN2C1C=C(C=C2)OC2=CC(=C(C=C2)NC2=NC=NC1=CC=3OC[C@H]4N(C3N=C12)CCOC4)F